6-(2-chloropyrimidin-4-yl)-1-isopropyl-2-methyl-1H-benzo[d]imidazole ClC1=NC=CC(=N1)C=1C=CC2=C(N(C(=N2)C)C(C)C)C1